C(C)C(=C[Si]C=C(CC)CC)CC bis(diethylvinyl)silicon